CC1NCCC2=C1SC(=N2)C(=O)N methyl-4,5,6,7-tetrahydrothiazolo[5,4-c]pyridine-2-carboxamide